1-[(3S,5R)-3-(8-methoxy-quinolin-5-yl)-5-methyl-piperidin-1-yl]-2-(1-methyl-piperidin-4-yl)-ethanone COC=1C=CC(=C2C=CC=NC12)[C@H]1CN(C[C@@H](C1)C)C(CC1CCN(CC1)C)=O